COCCN1N=CC(=C1)C=1C=C(C=C(C1)C=1C=NN(C1)CCOC)[C@@H](C)NC(C1=C(C=CC(=C1)OCCN(C)C)C)=O (R)-N-(1-(3,5-bis(1-(2-methoxyethyl)-1H-pyrazol-4-yl)phenyl)ethyl)-5-(2-(dimethyl-amino)ethoxy)-2-methylbenzamide